ClC=1C=C(N)C=C(C1)C1COCC1 3-chloro-5-(tetrahydrofuran-3-yl)aniline